2-amino-6-methyl-4(1H)-pyrimidinone NC=1NC(=CC(N1)=O)C